NC1=NC=CC=2N1C(=C(N2)C2=CC=C(C=C2)NC(C=C)=O)C2=CC=C(C=C2)OC2=NC=CC=N2 N-(4-(5-amino-3-(4-(pyrimidin-2-yloxy)phenyl)imidazo[1,2-c]pyrimidin-2-yl)phenyl)acrylamide